1-Spiro[3.3]hept-2-yl-3-[2-((S)-2,2,2-trifluoro-1-methyl-ethoxy)-pyrimidin-4-ylmethyl]-urea C1C(CC12CCC2)NC(=O)NCC2=NC(=NC=C2)O[C@H](C(F)(F)F)C